4'-(5-chloro-2-methoxyphenyl)-N-(6-cyclopropylthiazolo[4,5-b]pyrazin-2-yl)-2-oxo-2H-[1,2'-bipyridine]-5'-carboxamide ClC=1C=CC(=C(C1)C1=CC(=NC=C1C(=O)NC=1SC=2C(=NC=C(N2)C2CC2)N1)N1C(C=CC=C1)=O)OC